C(C)C1(CC1)C1=CC(=C2C=NC(=NN21)N[C@H]2[C@@H](COCC2)O)F (3S,4R)-4-((7-(1-ethylcyclopropyl)-5-fluoropyrrolo[2,1-f][1,2,4]triazin-2-yl)amino)tetrahydro-2H-pyran-3-ol